C(C1=CC=CC=C1)OC1=NC(=C(C(=N1)CC1(CCCC2=CC=C(C=C12)Cl)C(=O)OC)[N+](=O)[O-])OCC1=CC=CC=C1 Methyl 1-((2,6-bis(benzyloxy)-5-nitropyrimidin-4-yl) methyl)-7-chloro-1,2,3,4-tetrahydronaphthalene-1-carboxylate